C(C=C)(=O)OCCC[SiH](OCC)CC1=CC=CC=C1 {3-(acryloyloxy)propyl}phenylmethylethoxysilane